chromene-2,5-dione O1C(CC=C2C(C=CC=C12)=O)=O